O1CCN(CC1)CCCCOC1=C2C(C=C(C(C2=CC=C1)=O)C=1C=CC2=C(OCO2)C1)=O 5-(4-morpholinobutoxy)-2-(benzo[d][1,3]dioxol-6-yl)naphthalene-1,4-dione